NC=1C=2N(C=CN1)C(=NC2C)[C@@H](C)C=2C(=C(C(=O)NCC1CCN(CC1)C)C(=C(C2)Cl)F)OC(C)C (S)-3-(1-(8-amino-1-methylimidazo[1,5-a]pyrazin-3-yl)ethyl)-5-chloro-6-fluoro-2-isopropoxy-N-((1-methylpiperidin-4-yl)methyl)benzamide